COC1=CC=C2C=CC(=NC2=N1)O[C@@H]1C[C@@H](N(C1)CC1=CN=C(S1)NC(C)=O)C N-(5-(((2S,4R)-4-((7-methoxy-1,8-naphthyridin-2-yl)oxy)-2-methylpyrrolidin-1-yl)methyl)thiazol-2-yl)acetamide